N,1-diphenylnaphthalene-2-amine C1(=CC=CC=C1)NC1=C(C2=CC=CC=C2C=C1)C1=CC=CC=C1